C(C)O[Si](O)(CC)CC triethylsilanediol